(S)-N,N-bis(4-methoxybenzyl)-3-(1-(methylamino)ethyl)pyridin-2-amine hydrochloride Cl.COC1=CC=C(CN(C2=NC=CC=C2[C@H](C)NC)CC2=CC=C(C=C2)OC)C=C1